1-(3-bromo-5-chlorophenyl)-3-(2-hydrazinocarbonylphenyl)-urea BrC=1C=C(C=C(C1)Cl)NC(=O)NC1=C(C=CC=C1)C(=O)NN